C(C1=CC=CC=C1)(C1=CC=CC=C1)N1CCN(CC1)C1=C(C(N(C2=CC=CN=C12)CCCC#N)=O)[N+](=O)[O-] 4-(4-(4-benzhydrylpiperazin-1-yl)-3-nitro-2-oxo-1,5-naphthyridin-1(2H)-yl)butanenitrile